FC1CC(N2N=CN=C21)C2=CC=CC=C2 7-fluoro-5-phenyl-6,7-dihydro-5H-pyrrolo[1,2-b][1,2,4]triazole